ClC1=CC=C(C=C1)[C@H]1CCN(CCC1)C1=C(C(N(C2=CC=CC=C12)C)=O)C#N 4-[(4R)-4-(4-chlorophenyl)azepan-1-yl]-1-methyl-2-oxo-1,2-dihydroquinoline-3-carbonitrile